(5-methoxy-2-[1,2,3]triazol-2-yl-phenyl)-methanone COC=1C=CC(=C(C1)C=O)N1N=CC=N1